benzyl (4-((6-chloro-5-nitropyrimidin-4-yl)amino)bicyclo[2.2.1]heptan-1-yl)carbamate ClC1=C(C(=NC=N1)NC12CCC(CC1)(C2)NC(OCC2=CC=CC=C2)=O)[N+](=O)[O-]